5-(7-((1S,2S)-2-(4-fluoro-1-(2,2,2-trifluoroethyl)-1H-indazol-6-yl)cyclopropyl)pyrazolo[1,5-a]pyrimidin-5-yl)pyrimidine-2,4(1H,3H)-dione FC1=C2C=NN(C2=CC(=C1)[C@@H]1[C@H](C1)C1=CC(=NC=2N1N=CC2)C=2C(NC(NC2)=O)=O)CC(F)(F)F